5-(chloromethyl)thiophene-3-carbonitrile ClCC1=CC(=CS1)C#N